CC1=CC=C(O[C@@H]2C[C@H](C2)NC(OC(C)(C)C)=O)C=C1 tert-Butyl [trans-3-(4-methylphenoxy)cyclobutyl]carbamate